(S)-2-cyclopropyl-N-(4-(ethylsulfonyl)benzyl)-1-((1-(2,2,2-trifluoroethyl)pyrrolidin-3-yl)methyl)-1H-benzo[d]imidazole-5-carboxamide C1(CC1)C1=NC2=C(N1C[C@@H]1CN(CC1)CC(F)(F)F)C=CC(=C2)C(=O)NCC2=CC=C(C=C2)S(=O)(=O)CC